N-(4-(4-amino-1-(1-isobutyrylpiperidin-4-yl)-1H-pyrazolo[3,4-d]pyrimidin-3-yl)phenyl)-6-(aminomethyl)-5-chloro-1-(4-fluorophenyl)-2-oxo-1,2-dihydropyridine-3-carboxamide NC1=C2C(=NC=N1)N(N=C2C2=CC=C(C=C2)NC(=O)C=2C(N(C(=C(C2)Cl)CN)C2=CC=C(C=C2)F)=O)C2CCN(CC2)C(C(C)C)=O